C(CCCCC)C(C(=O)OCCCOCCN(CCOCCCOC(C(CCCCCCCC)CCCCCC)=O)CCCN1C(=NC=C1)C)CCCCCCCC ((((3-(2-methyl-1H-imidazol-1-yl)propyl)azanediyl)bis(ethane-2,1-diyl)) bis(oxy))bis(propane-3,1-diyl) bis(2-hexyldecanoate)